C(C)OC=1C=C2C(=NC(=NC2=CC1)C)S 6-ethoxy-2-methylquinazoline-4-thiol